ClC1=C(C(=C(C2=C(C(=C(C=C12)Cl)Cl)Cl)Cl)Cl)Cl 1,2,3,4,5,6,7-heptachloronaphthalene